2-(1-(7-(2-amino-7-fluoro-benzo[d]thiazol-4-yl)-6-chloro-8-fluoro-2-((tetra-hydro-1H-pyrrolizin-7a(5H)-yl)methoxy)quinazolin-4-yl)-1,4-diazepan-6-yl)acetonitrile NC=1SC2=C(N1)C(=CC=C2F)C2=C(C=C1C(=NC(=NC1=C2F)OCC21CCCN1CCC2)N2CCNCC(C2)CC#N)Cl